tert-butyl {[(2S,3R)-2-methyl-2,3-dihydrofuro[3,2-b]pyridin-3-yl]methyl}carbamate C[C@H]1[C@@H](C2=NC=CC=C2O1)CNC(OC(C)(C)C)=O